2-[(1R,3R,5S)-3-[[5-cyclopropyl-3-(2,6-dichlorophenyl)-1,2-oxazol-4-yl]carbonyloxy]-8-azabicyclo[3.2.1]octan-8-yl]-5-methoxy-1,3-benzothiazole-6-carboxylic acid C1(CC1)C1=C(C(=NO1)C1=C(C=CC=C1Cl)Cl)C(=O)OC1C[C@H]2CC[C@@H](C1)N2C=2SC1=C(N2)C=C(C(=C1)C(=O)O)OC